N-methyl-4-piperidinyl caprate O(C(=O)CCCCCCCCC)C1CCN(CC1)C